N-(1-(2-(3-Chloro-5-(pyrrolidin-1-yl)benzyl)-2,8-diazaspiro[4.5]decane-8-carbonyl)-1H-pyrazol-3-yl)methanesulfonamide ClC=1C=C(CN2CC3(CC2)CCN(CC3)C(=O)N3N=C(C=C3)NS(=O)(=O)C)C=C(C1)N1CCCC1